4-[3-(cyclohexyloxy)phenyl]tetrahydropyran-4-carboxylic acid C1(CCCCC1)OC=1C=C(C=CC1)C1(CCOCC1)C(=O)O